FC(C=1C(=C(C=CC1)[C@@H](C)NC1=NN(C(C=2C1=CN(C(C2C)=O)C2(CC2)C(F)F)=O)C)F)F (R)-4-((1-(3-(difluoromethyl)-2-fluorophenyl)ethyl)amino)-6-(1-(difluoromethyl)cyclopropyl)-2,8-dimethyl-2,6-dihydropyrido[3,4-d]pyridazine-1,7-dione